C(C)(C)(C)OC(NC1=NN(N=C1C#N)C)=O (5-Cyano-2-methyl-2H-[1,2,3]triazol-4-yl)-carbamic acid tert-butyl ester